FC=1C=C(OC2=CC=C(C=C2)C=2N=C(N3C2C=NC=C3)[C@H]3N(CCCC3)C(C=C)=O)C=CC1 (S)-1-(2-(1-(4-(3-fluorophenoxy)phenyl)imidazo[1,5-a]pyrazin-3-yl)piperidin-1-yl)prop-2-en-1-one